ClC=1C=C2C=NC(=NC2=CC1)NC1=CC(=NN1C)C1CC1 6-chloro-2-[(3-cyclopropyl-1-methyl-1H-pyrazol-5-yl)amino]quinazolin